BOC-3-hydroxypiperidine C(=O)(OC(C)(C)C)N1CC(CCC1)O